CC=1C=C(C=CC1C)C1=CC=C2C(N(C(NC2=C1F)O)C1CS(C=C1)(=O)=O)=O 7-(3,4-dimethylphenyl)-3-(1,1-dioxido-2,3-dihydrothiophen-3-yl)-8-fluoro-2-hydroxy-2,3-dihydroquinazolin-4(1H)-one